4-iodophenyl methyl iminodiacetate N(CC(=O)OC)CC(=O)OC1=CC=C(C=C1)I